3-(3-((2-((3-methoxy-1-(1-methylpiperidin-4-yl)-1H-pyrazol-4-yl)amino)-5-(trifluoromethyl)pyrimidin-4-yl)amino)propyl)-1,3-oxazinan-2-one COC1=NN(C=C1NC1=NC=C(C(=N1)NCCCN1C(OCCC1)=O)C(F)(F)F)C1CCN(CC1)C